CC[C@H](C)[C@@H](C(=O)N[C@@H]([C@@H](C)CC)C(=O)NCC(=O)N[C@@H](CC(C)C)C(=O)N[C@@H](CCSC)C(=O)N[C@@H](C(C)C)C(=O)NCC(=O)NCC(=O)N[C@@H](C(C)C)C(=O)N[C@@H](C(C)C)C(=O)O)NC(=O)[C@H](C)NC(=O)CNC(=O)[C@H](CCCCN)NC(=O)[C@H](CC(=O)N)NC(=O)[C@H](CO)NC(=O)CNC(=O)[C@H](C(C)C)NC(=O)[C@H](CC(=O)O)NC(=O)[C@H](CCC(=O)O)NC(=O)[C@H](C)NC(=O)[C@H](CC1=CC=CC=C1)NC(=O)[C@H](CC2=CC=CC=C2)NC(=O)[C@H](C(C)C)NC(=O)[C@H](CC(C)C)NC(=O)[C@H](CCCCN)NC(=O)[C@H](CCC(=O)N)NC(=O)[C@H](CC3=CNC=N3)NC(=O)[C@H](CC4=CNC=N4)NC(=O)[C@H](C(C)C)NC(=O)[C@H](CCC(=O)O)NC(=O)[C@H](CC5=CC=C(C=C5)O)NC(=O)CNC(=O)[C@H](CO)NC(=O)[C@H](CC(=O)O)NC(=O)[C@H](CC6=CNC=N6)NC(=O)[C@H](CCCNC(=N)N)NC(=O)[C@H](CC7=CC=CC=C7)NC(=O)[C@H](CCC(=O)O)NC(=O)[C@H](C)NC(=O)[C@H](CC(=O)O)N The molecule is a beta-amyloid that is a 40 amino acid polypeptide of sequence Asp Ala Glu Phe Arg His Asp Ser Gly Tyr Glu Val His His Gln Lys Leu Val Phe Phe Ala Glu Asp Val Gly Ser Asn Lys Gly Ala Ile Ile Gly Leu Met Val Gly Gly Val Val.